6-bromo-8-(hydroxymethyl-d2)-2-trifluoromethyl-2H-benzopyran-3-carboxylic acid BrC=1C=C(C2=C(C=C(C(O2)C(F)(F)F)C(=O)O)C1)C([2H])([2H])O